N[C@@H](CCC(=O)O)C(=O)NCCCC[C@H](NC(CCC1=CC=C(C=C1)C1=CC=C(C=C1)CCCCNC(=N)NC(=O)C1=NC(=C(N=C1N)N)Cl)=O)C(=O)O N6-(L-glutamyl)-N2-(3-(4'-(4-(3-(3,5-diamino-6-chloropyrazine-2-carbonyl)guanidino)butyl)-[1,1'-biphenyl]-4-yl)propanoyl)-L-lysine